tert-butyl(1-(2-(2H-1,2,3-triazol-2-yl)benzoyl)azepan-4-yl)carbamate C(C)(C)(C)OC(NC1CCN(CCC1)C(C1=C(C=CC=C1)N1N=CC=N1)=O)=O